FC([C@H]1N(C(CC1)=C=O)C=1N=C2N(CCOC3=C2C=CC(=C3)N[C@H](C(=O)N)C)C1)F (S)-2-((2-((S)-2-(difluoromethyl)-5-carbonyl-pyrrolidin-1-yl)-5,6-dihydrobenzo[f]imidazo[1,2-d][1,4]oxazepin-9-yl)amino)propanamide